3-((5-(Imidazo[1,2-a]pyrimidin-6-yl)-4-methoxypyrrolo[2,1-f][1,2,4]triazin-2-yl)amino)-2,2-dimethylpropanenitrile N=1C=CN2C1N=CC(=C2)C=2C=CN1N=C(N=C(C12)OC)NCC(C#N)(C)C